(3aR,5s,6aS)-N-(6-(2,4-dimethyl-2H-indazol-5-yl)pyridazin-3-yl)-2-(pyridin-2-ylmethyl)octahydrocyclopenta[c]pyrrol-5-amine CN1N=C2C=CC(=C(C2=C1)C)C1=CC=C(N=N1)NC1C[C@@H]2[C@@H](CN(C2)CC2=NC=CC=C2)C1